pentane-2,4-dionate C(C(CC(C)=O)=O)(=O)[O-]